N-(2-((dimethylamino)methyl)-6-(trifluoromethyl)pyridin-4-yl)-6-(imidazo[1,2-a]pyridine-3-carbonyl)-4,5,6,7-tetrahydrothieno[2,3-c]pyridine-3-carboxamide CN(C)CC1=NC(=CC(=C1)NC(=O)C1=CSC=2CN(CCC21)C(=O)C2=CN=C1N2C=CC=C1)C(F)(F)F